trans-rac-(3R,4R)-3-azido-4-{N-methyl-2-[1-(cyclopropylmethyl)-1H-pyrrolo[2,3-b]pyridin-2-yl]-1-methyl-1H-1,3-benzodiazole-5-amido}pyrrolidine-1-carboxylic acid tert-butyl ester C(C)(C)(C)OC(=O)N1C[C@H]([C@@H](C1)N(C(=O)C1=CC2=C(N(C(=N2)C2=CC=3C(=NC=CC3)N2CC2CC2)C)C=C1)C)N=[N+]=[N-] |r|